methyl-propyl-diethoxysilane propyl-orthosilicate C(CC)O[Si](O)(O)O.C[Si](OCC)(OCC)CCC